4-(methyl-((3ar,5s,6as)-octahydrocyclopenta[c]pyrrol-5-yl)amino)-1-(benzenesulfonyl)-1H-pyrrolo[2,3-b]pyridine-5-carbonitrile CN(C1=C2C(=NC=C1C#N)N(C=C2)S(=O)(=O)C2=CC=CC=C2)C2C[C@@H]1[C@@H](CNC1)C2